di-neopentyl-3-chlorophthalic acid C(C(C)(C)C)C1=C(C(=C(C(C(=O)O)=C1)C(=O)O)Cl)CC(C)(C)C